tert-butyl (S)-4-((3-bromobenzofuran-5-yl) methyl)-2-methylpiperazine-1-carboxylate BrC1=COC2=C1C=C(C=C2)CN2C[C@@H](N(CC2)C(=O)OC(C)(C)C)C